2,6-bis[2,5-dimethyl-3-(2-hydroxy-5-methylbenzyl)-4-hydroxybenzyl]-4-methylphenol CC1=C(CC2=C(C(=CC(=C2)C)CC2=C(C(=C(C(=C2)C)O)CC2=C(C=CC(=C2)C)O)C)O)C=C(C(=C1CC1=C(C=CC(=C1)C)O)O)C